iron-erbium [Er].[Fe]